hydroxy-[[4-(1,2,4-thiadiazol-5-yl)pyridin-1-ium-1-yl]methyl]phosphinate OP([O-])(=O)C[N+]1=CC=C(C=C1)C1=NC=NS1